CHROMANEAMIDINE O1C(CCC2=CC=CC=C12)C(=N)N